C(C)(C)(C)C1C([C@](N2C(N([C@H]1C2)OCC2=CC=CC=C2)=O)(C(=O)NNC(=O)O)C(C)(C)C)(C(C)(C)C)C(C)(C)C.C2=CC=C(C=C2)C2=CC=CC=C2 |r| 4,4'-biphenyl tetra-tert-Butyl-2-{[(2SR,5RS)-6-benzyloxy-7-oxo-1,6-diazabicyclo[3.2.1]oct-2-yl]carbonyl}hydrazinecarboxylate